C(CCC)C1=C(C(=O)O)C=CC(=C1)O.OC1=CC=C(C(=O)OCCCC)C=C1 butyl para-hydroxybenzoate (butyl para-hydroxybenzoate)